C1(CC1)N1N=C(C=C1)S(=O)(=O)NC(NC1=C2CCCC2=CC(=C1C=1C=CC=2N(C1)N=CC2)C)=O 1-cyclopropyl-N-((6-methyl-5-(pyrazolo[1,5-a]pyridin-6-yl)-2,3-dihydro-1H-inden-4-yl)carbamoyl)-1H-pyrazole-3-sulfonamide